CC=1C=CC=C2C=CN=C(C12)N(C(C1=CC=C(C=C1)C=1C=NC=NC1)=O)[C@H]1CNCCC1 (R)-N-(8-methylisoquinolin-1-yl)-N-(piperidin-3-yl)-4-(pyrimidin-5-yl)benzamide